BrC=1C(=NC(=C(N1)C1=CC=C(C=C1)N1CCN(CC1)C(C)C)F)N 3-bromo-6-fluoro-5-(4-(4-isopropylpiperazin-1-yl)phenyl)pyrazin-2-amine